NC1=C(C=C(C=C1)SC=1C=C(C(=O)OCC)C=CC1)F Ethyl 3-[(4-amino-3-fluorophenyl)sulfanyl]benzoate